3-triethoxysilylpropyl disulphide C(C)O[Si](CCCSSCCC[Si](OCC)(OCC)OCC)(OCC)OCC